phenol 2,2,2-trifluoroacetate salt FC(C(=O)O)(F)F.C1(=CC=CC=C1)O